Phenanthrene-3(2H)-one O-(1H-imidazole-1-carbonyl) oxime N1(C=NC=C1)C(=O)ON=C1CC=C2C=CC3=CC=CC=C3C2=C1